2,5-dioxopyrrolidin-1-yl 17-(2,5-dioxo-2,5-dihydro-1H-pyrrol-1-yl)-5,8,11,14-tetraoxo-4,7,10,13-tetraazaheptadecan-1-oate O=C1N(C(C=C1)=O)CCCC(NCC(NCC(NCC(NCCC(=O)ON1C(CCC1=O)=O)=O)=O)=O)=O